BrC1=CC(=C(C=2N=C(OC21)N2CC1CCCC(C2)N1C(=O)OC(C)(C)C)OC(F)(F)F)Cl tert-Butyl 3-(7-bromo-5-chloro-4-(trifluoromethoxy)benzo[d]oxazol-2-yl)-3,9-diazabicyclo[3.3.1]nonane-9-carboxylate